FC1=CC=C(CC2=CC3=C(OC[C@@H](N3C(=O)OC(C)(C)C)C)N=C2C(NC2=CC=C(C=C2)F)=O)C=C1 tert-butyl (S)-7-(4-fluorobenzyl)-6-((4-fluorophenyl) carbamoyl)-2-methyl-2,3-dihydro-1H-pyrido[2,3-b][1,4]oxazine-1-carboxylate